1-(tert-butyl) 3-methyl 2-(2-chloro-5-(methoxycarbonyl)pyridin-4-yl)malonate ClC1=NC=C(C(=C1)C(C(=O)OC(C)(C)C)C(=O)OC)C(=O)OC